COC1=C(CNC(=O)[C@]2(COC3=C(C(N2CCOC)=O)OC2=C3C=CC(=C2)C(=O)O)C)C=CC=C1 (R)-3-((2-methoxybenzyl)carbamoyl)-4-(2-methoxyethyl)-3-methyl-5-oxo-2,3,4,5-tetrahydrobenzofuro[2,3-f][1,4]oxazepine-8-carboxylic acid